N-methyl-propionic amide CNC(CC)=O